(2-(4-methylpiperazin-1-yl)ethyl)benzofuran CN1CCN(CC1)CCC=1OC2=C(C1)C=CC=C2